N-(2-chloro-6-methylphenyl)-2-((6-(4-(10-((2-(2,6-dioxopiperidin-3-yl)-1-oxoisoindolin-4-yl)amino)-10-oxodecanoyl)piperazin-1-yl)-2-methylpyrimidin-4-yl)amino)thiazole-5-carboxamide ClC1=C(C(=CC=C1)C)NC(=O)C1=CN=C(S1)NC1=NC(=NC(=C1)N1CCN(CC1)C(CCCCCCCCC(=O)NC1=C2CN(C(C2=CC=C1)=O)C1C(NC(CC1)=O)=O)=O)C